rac-tert-butyl 2-(6-bromoimidazo[1,2-a]pyridin-2-yl)piperidine-1-carboxylate BrC=1C=CC=2N(C1)C=C(N2)[C@@H]2N(CCCC2)C(=O)OC(C)(C)C |r|